(R)-1'-(8-((2-amino-3-chloropyridin-4-yl)thio)imidazo[1,2-c]pyrimidin-5-yl)-5,7-dihydrospiro[cyclopenta[b]pyridine-6,4'-piperidin]-5-amine NC1=NC=CC(=C1Cl)SC=1C=2N(C(=NC1)N1CCC3(CC1)[C@H](C=1C(=NC=CC1)C3)N)C=CN2